Cl.Cl.Cl.CN1N=CC(=C1)C1=CC=2N(C=C1)C(=CN2)N2CCNCC2 7-(1-methyl-1H-pyrazol-4-yl)-3-piperazin-1-ylimidazo[1,2-a]pyridine trihydrochloride salt